C1(CC1)C[C@@H](C(=O)NC(C(=O)OC)C=1C=NC=CC1C(F)(F)F)NC(=O)C=1NC2=C(C=CC=C2C1)F methyl 2-((S)-3-cyclopropyl-2-(7-fluoro-1H-indole-2-carboxamido)propanamido)-2-(4-(trifluoromethyl)pyridin-3-yl)acetate